4-hydroxytetrahydrofuran-2,4-diol OC1(CC(OC1)O)O